N-(3-(3-chloro-4-(6-methoxy-5-((((5-oxopyrrolidin-2-yl)methyl)amino)methyl)pyrazin-2-yl)pyridin-2-yl)-2-methylphenyl)-5-(((2-hydroxyethyl)amino)methyl)picolinamide ClC=1C(=NC=CC1C1=NC(=C(N=C1)CNCC1NC(CC1)=O)OC)C=1C(=C(C=CC1)NC(C1=NC=C(C=C1)CNCCO)=O)C